tert-butyl (2R)-2-{6-bromoimidazo[1,2-a]pyridin-2-yl}-octahydroindole-1-carboxylate BrC=1C=CC=2N(C1)C=C(N2)[C@@H]2N(C1CCCCC1C2)C(=O)OC(C)(C)C